N-(8-(2-chloro-5-fluorophenyl)-6-oxo-3-(pyridin-4-ylmethyl)-5,6,7,8-tetrahydroimidazo[1,5-a]pyrazin-1-yl)-3-fluoro-5-(trifluoromethyl)benzamide ClC1=C(C=C(C=C1)F)C1C=2N(CC(N1)=O)C(=NC2NC(C2=CC(=CC(=C2)C(F)(F)F)F)=O)CC2=CC=NC=C2